tert-butyl 4-[4-[3-cyano-4-[2-(3,5-difluoro-2-pyridyl)-2-oxo-ethoxy]pyrazolo[1,5-a]pyridin-6-yl]-5-methyl-triazol-1-yl]piperidine-1-carboxylate C(#N)C=1C=NN2C1C(=CC(=C2)C=2N=NN(C2C)C2CCN(CC2)C(=O)OC(C)(C)C)OCC(=O)C2=NC=C(C=C2F)F